7-Nitro-3,4-dihydro-2H-benzo[b][1,4]oxazine-6-carboxylic acid methyl ester COC(=O)C1=CC2=C(OCCN2)C=C1[N+](=O)[O-]